3-(4-(3-((6-chloronaphthalen-2-yl)oxy)-2-hydroxypropyl)piperazin-1-yl)-5-fluoropyridin-2-ol ClC=1C=C2C=CC(=CC2=CC1)OCC(CN1CCN(CC1)C=1C(=NC=C(C1)F)O)O